Dimethylcyclopentadienyl-Potassium diformate C(=O)O.C(=O)O.CC=1C(C=CC1)([K])C